5-METHOXY-N,N-DIALLYLTRYPTAMIN COC1=CC=C2NC=C(CCN(CC=C)CC=C)C2=C1